tert-Butyl (4S)-4-[(3Z)-3-tert-butylsulfinyliminopropyl]-2,2-dimethyl-pyrrolidine-1-carboxylate C(C)(C)(C)S(=O)\N=C/CC[C@H]1CC(N(C1)C(=O)OC(C)(C)C)(C)C